COC=1C=CC(=C2CN(C(NC12)=O)C1CCC(CC1)(C(=O)N)C)C 4-(8-methoxy-5-methyl-2-oxo-1,2-dihydroquinazolin-3(4H)-yl)-1-methylcyclohexanecarboxamide